O1CCC2=C1C(=CC=C2)NC(=O)NS(=O)(=O)C=2OC=C(C2)C(C)(C)O N-((2,3-dihydrobenzofuran-7-yl)carbamoyl)-4-(2-hydroxypropan-2-yl)furan-2-sulfonamide